phenyl-2-[dimethoxy-(3,5-dimethyl-4-methoxyphenyl)methyl]dibenzothiophenium C1(=CC=CC=C1)C1=C(C=CC=2[SH+]C3=C(C21)C=CC=C3)C(C3=CC(=C(C(=C3)C)OC)C)(OC)OC